Cl.C1(=CC=CC=C1)S(=O)(=O)N1CC(C(CC1)(O)C1=CC(=CC=C1)OC)CN(C)C 1-(Phenylsulfonyl)-3-((dimethylamino)methyl)-4-(3-methoxyphenyl)piperidin-4-ol hydrochloride